BrC=1C=CC(=NC1)C(C(F)(F)F)N1C(OCC1)=O 3-(1-(5-Bromopyridin-2-yl)-2,2,2-trifluoroethyl)oxazolidin-2-one